tert-butyl (3S)-3-[methyl-[(2S)-3-methyl-2-[methyl-[1-[(2,2,2-trifluoroacetyl)amino]cycloheptanecarbonyl]amino]butanoyl]amino]-4-oxo-4-(1-piperidyl)butanoate CN([C@@H](CC(=O)OC(C)(C)C)C(N1CCCCC1)=O)C([C@H](C(C)C)N(C(=O)C1(CCCCCC1)NC(C(F)(F)F)=O)C)=O